FC1=NC=CC(=C1)[C@@]12C[C@@]1([C@H]1C[C@@H]([C@@H]2O1)O)C(=O)NC1=NC=CC(=C1)C(F)(F)F |r| rac-(1R,2R,4S,5R,6S)-4-(2-fluoropyridin-4-yl)-6-hydroxy-N-(4-(trifluoromethyl)pyridin-2-yl)-8-oxatricyclo[3.2.1.02,4]octane-2-carboxamide